2-(epoxybutan-3-yl)ethane CCC1(CO1)CC